N-(5-(tert-butyl)-1-(2-oxaspiro[3.3]heptan-6-yl)-1H-pyrazol-3-yl)-7-chloro-1-methyl-6-(pyrazolo[1,5-a]pyrazin-3-yloxy)-1H-imidazo[4,5-b]pyridin-2-amine C(C)(C)(C)C1=CC(=NN1C1CC2(COC2)C1)NC=1N(C=2C(=NC=C(C2Cl)OC=2C=NN3C2C=NC=C3)N1)C